[Si](C1=CC=CC=C1)(C1=CC=CC=C1)(C(C)(C)C)OCC1=C(C=O)C=C(C=C1)[N+](=O)[O-] 2-(((tert-butyldiphenylsilyl)oxy)methyl)-5-nitrobenzaldehyde